COC=1N=C(C2=CC=CC=C2C1)Cl methoxy-1-chloroisoquinoline